FC(C=1C=CC(=NC1)O[C@@H]1CN(CC1)C1=C(C=C(C=C1)C1=CC=CC=C1)CN)(F)F (S)-(4-(3-(5-(trifluoromethyl)pyridin-2-yloxy)pyrrolidin-1-yl)biphenyl-3-yl)methylamine